O1CC=NC=C2C1=CC=CC2=O [1,4]Benzoxazepin-6-one